COC1CC(C1)(C1=NN=CN1C)C=1C=C(C=CC1)N1CC2=C(C=C(C=C2C1=O)C(C(C)(C)C)NS(=O)C(C)(C)C)C(F)(F)F N-(1-(2-(3-((1r,3r)-3-methoxy-1-(4-methyl-4H-1,2,4-triazol-3-yl)cyclobutyl)phenyl)-3-oxo-7-(trifluoromethyl)isoindolin-5-yl)-2,2-dimethylpropyl)-2-methylpropane-2-sulfinamide